N-(1-(4-fluoro-2-methylphenyl)-1-hydroxy-2-methylpropan-2-yl)-6,7-dihydro-5H-cyclopenta[b]pyridine-3-carboxamide FC1=CC(=C(C=C1)C(C(C)(C)NC(=O)C=1C=C2C(=NC1)CCC2)O)C